2-methoxy-2-phenyl-acetic acid COC(C(=O)O)C1=CC=CC=C1